5-(4-amino-5-(trifluoromethyl)pyrrolo[2,1-f][1,2,4]triazin-7-yl)-N-((3R,4S)-4-fluoro-1-(3,3,3-trifluoro-2-hydroxy-2-(thiazol-2-yl)propyl)pyrrolidin-3-yl)-2-methoxynicotinamide NC1=NC=NN2C1=C(C=C2C=2C=NC(=C(C(=O)N[C@@H]1CN(C[C@@H]1F)CC(C(F)(F)F)(C=1SC=CN1)O)C2)OC)C(F)(F)F